BrC=1N=C2C(=NC1)NC=C2[N+](=O)[O-] 2-Bromo-7-nitro-5H-pyrrolo[2,3-b]pyrazine